ClC=1C=C(OCC(=O)N)C=C(C1CC1=CC(=C(C=C1)O)C1=CN=NC=C1)Cl 2-(3,5-dichloro-4-(4-hydroxy-3-(pyridazin-4-yl)benzyl)phenoxy)acetamide